methyl 2,5-dibromothiophene-3-carboxylate BrC=1SC(=CC1C(=O)OC)Br